FC=1C=C(CN2C(=NC3=NC=C(C=C32)N3C=CC=2N=CN=C(C23)OC)NCC(C)(O)C)C=C(C1)F 1-((1-(3,5-difluorobenzyl)-6-(4-methoxy-5H-pyrrolo[3,2-d]pyrimidin-5-yl)-1H-imidazo[4,5-b]pyridin-2-yl)amino)-2-methylpropan-2-ol